C(C)(C)C1=C(C=CC=C1)C1N(CCN(C1)CC1=CC(=C(C(=C1)OC)OC)OC)C1CC2(C1)CCN(CC2)C(=O)OC(C)(C)C tert-butyl 2-(2-(2-isopropylphenyl)-4-(3,4,5-trimethoxybenzyl) piperazin-1-yl)-7-azaspiro[3.5]nonane-7-carboxylate